[2,3'-Bithiophene]-4'-ylcarbamic acid tert-butyl ester C(C)(C)(C)OC(NC=1C(=CSC1)C=1SC=CC1)=O